L-2-chloroethylamine hydrochloride Cl.ClCCN